C(CCC)C1N(SC2=C(N(C1)C1=CC=CC=C1)C=C(C(=C2)OC)F)C 3-butyl-7-fluoro-8-methoxy-2-methyl-5-phenyl-2,3,4,5-tetrahydrobenzo[f][1,2,5]thiadiazepine